N-(3-((4-(2-(3-chloro-4-(2-chloroethoxy)-5-cyanophenyl)propan-2-yl)phenoxy)methyl)bicyclo[1.1.1]pentan-1-yl)methanesulfonamide ClC=1C=C(C=C(C1OCCCl)C#N)C(C)(C)C1=CC=C(OCC23CC(C2)(C3)NS(=O)(=O)C)C=C1